C(C)OC(=O)C=1N(C=C(C1C)C1=C(C=CC=C1)Cl)C1=CC=CC=C1 4-(2-chlorophenyl)-3-methyl-1-phenyl-1H-pyrrole-2-carboxylic acid ethyl ester